N-(2-chloro-6-methylphenyl)-2-((6-(4-(4-((2-(2,6-dioxopiperidin-3-yl)-1,3-dioxoisoindolin-4-yl)amino)butanoyl)piperazin-1-yl)-2-methylpyrimidin-4-yl)amino)thiazole-5-carboxamide ClC1=C(C(=CC=C1)C)NC(=O)C1=CN=C(S1)NC1=NC(=NC(=C1)N1CCN(CC1)C(CCCNC1=C2C(N(C(C2=CC=C1)=O)C1C(NC(CC1)=O)=O)=O)=O)C